4-[(N-tert-Butoxycarbonylamino)methyl]aniline C(C)(C)(C)OC(=O)NCC1=CC=C(N)C=C1